N1CC(=CC1)C1=CC=C(C=N1)C=1C=2N(C=C(C1)OCC(C)(C)O)N=CC2C#N 4-(6-(2,5-dihydro-1H-pyrrol-3-yl)pyridin-3-yl)-6-(2-hydroxy-2-methylpropyloxy)pyrazolo[1,5-a]pyridine-3-carbonitrile